methyl-2-(bis(4-methoxybenzyl)amino)-5-(6-(1,1-difluoroethyl) picolinamido)isonicotinate COC(C1=CC(=NC=C1NC(C1=NC(=CC=C1)C(C)(F)F)=O)N(CC1=CC=C(C=C1)OC)CC1=CC=C(C=C1)OC)=O